C(CCCCCCC\C=C/CCCCCCCC)(=O)N[C@@H](CC1=CNC=N1)C(=O)O oleoyl-L-histidine